3,5-difluoropyridine-4-carbonitrile FC=1C=NC=C(C1C#N)F